F[C@H]1[C@@H]2CCC(C[C@H]1N(C=1N=CC(=NC1)C1=CC=C3C(N=C(O3)C)=C1O)C)N2 5-(5-{[(1S,2S,3R)-2-fluoro-8-azabicyclo[3.2.1]octan-3-yl](methyl)amino}pyrazin-2-yl)-2-methyl-1,3-benzoxazol-4-ol